4,5-dibromocyclohexane-1,2-diol BrC1CC(C(CC1Br)O)O